C(O)C(C(=O)N)CCCCCCCCCCCCCCCCCCCC methylol-behenic acid amide